tert-Butyl 3-methyl-4-methylidenepiperidine-1-carboxylate CC1CN(CCC1=C)C(=O)OC(C)(C)C